copper bismuth cerium [Ce].[Bi].[Cu]